2-(2,6-dioxopiperidin-3-yl)-5-(3-(hydroxymethyl)aziridin-1-yl)isoindole-1,3-dione O=C1NC(CCC1N1C(C2=CC=C(C=C2C1=O)N1CC1CO)=O)=O